C(C1=CC=CC=C1)C1=CC=C(C)C=C1 MONOBENZYLTOLUENE